2-(bromomethyl)-5-(trifluoromethyl)pyridine tert-butyl-2-(diethoxyphosphoryl)-3-(3-((R)-octan-2-yl)-1,2,4-oxadiazol-5-yl)propanoate C(C)(C)(C)OC(C(CC1=NC(=NO1)[C@H](C)CCCCCC)P(=O)(OCC)OCC)=O.BrCC1=NC=C(C=C1)C(F)(F)F